FC=1C(=CC(=NC1)CN(C(OC(C)(C)C)=O)C)I tert-butyl N-[(5-fluoro-4-iodo-2-pyridyl)methyl]-N-methyl-carbamate